4-(5-(1-((1H-imidazol-4-yl)methyl)piperidin-4-yl)-3-isopropyl-1H-indol-2-yl)-1H-pyrazolo[3,4-b]pyridine N1C=NC(=C1)CN1CCC(CC1)C=1C=C2C(=C(NC2=CC1)C1=C2C(=NC=C1)NN=C2)C(C)C